2-((1r,2s)-1-(2-cyanophenyl)-1-(1,3-dimethyl-1H-pyrazol-4-yl)propan-2-yl)-5-hydroxy-N-(isoxazol-4-yl)-1-methyl-6-oxo-1,6-dihydropyrimidine-4-carboxamide C(#N)C1=C(C=CC=C1)[C@@H]([C@H](C)C=1N(C(C(=C(N1)C(=O)NC=1C=NOC1)O)=O)C)C=1C(=NN(C1)C)C